FC(C1=NN=C(O1)C=1C=CC(=NC1)CN(C(=O)C1(CN(C1)C1CCOCC1)F)C1=CC(=CC=C1)F)F N-((5-(5-(difluoromethyl)-1,3,4-oxadiazol-2-yl)pyridin-2-yl)methyl)-3-fluoro-N-(3-fluorophenyl)-1-(tetrahydro-2H-pyran-4-yl)azetidine-3-carboxamide